CC(CC1=NOC(=C1)N)(C)C 3-(2,2-dimethylpropyl)-1,2-oxazol-5-amine